2,6,9-trimethyl-4H,6H-thieno[2,3-e][1,2,4]triazolo[3,4-c][1,4]oxazepine TFA salt OC(=O)C(F)(F)F.CC1=CC2=C(N3C(C(OC2)C)=NN=C3C)S1